1-((5-Chloro-1-methyl-3-(5-methylisoxazol-3-yl)-1H-pyrazol-4-yl)methyl)-N-(3,3-dimethylbutyl)azepan-3-amine ClC1=C(C(=NN1C)C1=NOC(=C1)C)CN1CC(CCCC1)NCCC(C)(C)C